F[C]=O.[Si] silicon fluorocarbon oxide